3-(3-(4-(Chloromethyl)phenyl)-5-(6-(fluoromethoxy)pyridin-3-yl)-3H-imidazo[4,5-b]pyridin-2-yl)pyrazin-2-amine ClCC1=CC=C(C=C1)N1C(=NC=2C1=NC(=CC2)C=2C=NC(=CC2)OCF)C=2C(=NC=CN2)N